1-(1,3-Dithian-2-yl)-3-(4-methoxyphenyl)-2-phenylprop-2-en-1-one S1C(SCCC1)C(C(=CC1=CC=C(C=C1)OC)C1=CC=CC=C1)=O